(R)-N-(2,3-dihydroxypropoxy)-((2-fluoro-4-iodophenyl)amino)-7-oxo-4,5,6,7-tetrahydrobenzo[b]thiophene-3-carboxamide O[C@@H](CONC(=O)C=1C2=C(SC1NC1=C(C=C(C=C1)I)F)C(CCC2)=O)CO